2-(4-((tert-butoxycarbonyl)amino)piperidin-1-yl)thiazole C(C)(C)(C)OC(=O)NC1CCN(CC1)C=1SC=CN1